C(CCC)OC(=O)N1CCC(CC1)I 4-iodopiperidine-1-carboxylic acid Butyl ester